C1(=CC=CC=C1)N1C=NC=2C1=NC=CC2 3-phenyl-3H-imidazo[4,5-b]pyridine